N[C@H]1CS(C2=C(N(C1=O)CC1=CC=C(C=C1)C1=NC=C(C=C1)OC(F)(F)F)C=C(C=C2)C=2OC(=NN2)C2(CC(C2)(F)F)N)(=O)=O (3R)-3-amino-7-[5-(1-amino-3,3-difluoro-cyclobutyl)-1,3,4-oxadiazol-2-yl]-1,1-dioxo-5-[[4-[5-(trifluoromethoxy)-2-pyridinyl]phenyl]methyl]-2,3-dihydro-1λ6,5-benzothiazepine-4-One